N,N,N-trimethyl-3-((2-(methylthio)benzo[d]thiazol-6-yl)oxy)propan-1-aminium acetate C(C)(=O)[O-].C[N+](CCCOC1=CC2=C(N=C(S2)SC)C=C1)(C)C